NC1=NC(N(C2=CC(=C(C=C12)C#N)C1CC1)C1=C(C=CC=C1)Cl)=O 4-amino-1-(2-chlorophenyl)-7-cyclopropyl-2-oxo-1,2-dihydro-quinazoline-6-carbonitrile